2,7,10-trioxa-4-azadodecan-12-oic acid COCNCCOCCOCC(=O)O